4'-(tert-butyl)-N-phenyl-[1,1'-biphenyl]-2-amine C(C)(C)(C)C1=CC=C(C=C1)C=1C(=CC=CC1)NC1=CC=CC=C1